C(C1=CC=CC=C1)[C@@H]1N(CCCCC1)C1=NC(=CC(=C1)N1C[C@H]2CC[C@@H](C1)O2)OCC2=CC=C(C=C2)OC (1R,5S)-3-(2-((R)-2-Benzylazepan-1-yl)-6-((4-methoxybenzyl)oxy)pyridin-4-yl)-8-oxa-3-azabicyclo[3.2.1]octane